C(C(C)C)NC(=O)N1C=NC2=C1C=CC(=C2)C=2C=NC=NC2 N-isobutyl-5-(pyrimidin-5-yl)-1H-benzo[D]imidazole-1-carboxamide